BrCC(C(=O)O)CC 2-(bromomethyl)butanoic acid